N-(4-bromobenzyl)-2-((5-oxo-5,6,7,8-tetrahydronaphthalen-2-yl)oxy)acetamide BrC1=CC=C(CNC(COC2=CC=3CCCC(C3C=C2)=O)=O)C=C1